methyl 2',5'-dichloro-6-methyl-(4,4'-bipyridine)-3-carboxylate ClC1=NC=C(C(=C1)C1=C(C=NC(=C1)C)C(=O)OC)Cl